NC1=C(SC=2C1=C(C=1N(N2)C=NN1)C)C(=O)N1CCCC1 (8-amino-9-methylthieno[3,2-e][1,2,4]triazolo[4,3-b]pyridazin-7-yl)(pyrrolidin-1-yl)methanone